N-(2-(5-(2-((1-phenyl-1H-pyrazolo[3,4-d]pyrimidin-4-yl)thio)acetyl)thiophen-2-yl)ethyl)methanesulfonamide C1(=CC=CC=C1)N1N=CC=2C1=NC=NC2SCC(=O)C2=CC=C(S2)CCNS(=O)(=O)C